NC1=C2C(=NC=N1)N(N=C2C2=CC=C(C1=C2OCO1)NC(C1=CC=C(C=C1)F)=O)[C@H]1CNCCC1 (R)-N-(7-(4-amino-1-(piperidin-3-yl)-1H-pyrazolo[3,4-d]pyrimidin-3-yl)benzo[d][1,3]dioxolan-4-yl)-4-fluorobenzamide